F[C@@H]1[C@@]2(CCC[C@](C[C@H]1OC=1N=CC(=NC1)C=1C=C3C=CN=CC3=CC1O)(N2)C)C 6-(5-(((1S,2R,3R,5R)-2-fluoro-1,5-dimethyl-9-azabicyclo[3.3.1]nonan-3-yl)oxy)pyrazin-2-yl)isoquinolin-7-ol